butane-1-amine C(CCC)N